FC1(CCC(CC1)(O)C1=CC=C(C=C1)C1(OCCO1)C)F 4,4-difluoro-1-[4-(2-methyl-1,3-dioxolan-2-yl)phenyl]cyclohexanol